C(SC(C)C)([S-])=S isopropyl trithiocarbonate